methyl (R)-4-(2,4-dichlorophenyl)-5-(3-((1-(3-fluoropropyl)pyrrolidin-3-yl)oxy)phenyl)-2,3-dihydrobenzo[b]oxepine-8-carboxylate ClC1=C(C=CC(=C1)Cl)C1=C(C2=C(OCC1)C=C(C=C2)C(=O)OC)C2=CC(=CC=C2)O[C@H]2CN(CC2)CCCF